1,2-bis(diphenylphosphino)ethane palladium dichloride [Pd](Cl)Cl.C1(=CC=CC=C1)P(CCP(C1=CC=CC=C1)C1=CC=CC=C1)C1=CC=CC=C1